CN(CCC1=CC(=NN1C)C1=CC=2N=C(N=C(C2O1)N1CCOCC1)N1N=C(C=C1)C1=CC=CC=C1)C N,N-dimethyl-2-(1-methyl-3-(4-morpholino-2-(3-phenyl-1H-pyrazol-1-yl)furo[3,2-d]pyrimidin-6-yl)-1H-pyrazol-5-yl)ethan-1-amine